C(CCCCCCCCCCC)(=O)OCC(O)CO glyceryl laurate